2,4,6-trichloropyrido[3,2-d]pyrimidine ClC=1N=C(C2=C(N1)C=CC(=N2)Cl)Cl